C(CCCCCCCC)C=1C(=C(C=CC1C)OC)C1=CC=CC=C1 n-nonylphenyl-4-methylanisole